4-{[(3-fluoropyrazin-2-yl)oxy[methyl]piperidin-1-yl]ethyl}-6-fluorobenzamide FC=1C(=NC=CN1)OC1(N(CCCC1)CCC1=CC=C(C(=O)N)C(=C1)F)C